ClC=1N=C(C=2N=C(N=C(C2N1)N1CCCCC1)Cl)N1CCCCC1 dichloro-4,8-dipiperidinyl-pyrimido[5,4-d]pyrimidine